FC(C=1C=CC(=NC1)O[C@@H]1CC[C@H](CC1)N)(F)F trans-4-((5-(trifluoromethyl)pyridin-2-yl)oxy)cyclohexan-1-amine